(1S,2R,5R,12R,18R)-5-ethenyl-13-hydroxy-5,12-dimethyl-10,14-dioxapentacyclo[11.2.2.11,9.02,7.012,18]octadec-7-en-11-one C(=C)[C@@]1(CC[C@H]2[C@@]34COC([C@@]5(C(OC(C=C2C1)[C@@H]54)=O)C)(CC3)O)C